C(CCCCCCCCC)SC1C(CCC(C1)C)=C(C)C decyl(5-methyl-2-(propan-2-ylidene)cyclohexyl)sulfane